NC1=C(C(N(C(N1C)=O)C)=O)NC(CCCCCCCO[Si](C)(C)C(C)(C)C)=O N-(6-amino-1,3-dimethyl-2,4-dioxo-1,2,3,4-tetrahydropyrimidin-5-yl)-8-((tert-butyl-dimethyl-silyl)oxy)octanamide